N-methylpiperazinoethyl-ToluylThioSulfonate CN1CCN(CC1)CCC=1C(=C(C=CC1)C)S(=S)(=O)[O-]